3-methyl-4-(4-hydroxyphenyl)benzoic acid CC=1C=C(C(=O)O)C=CC1C1=CC=C(C=C1)O